(1R,4R)-4-(3-Chloroanilino)-2'-{(2R)-3-[(6,7-dihydro-5H-cyclopenta[d]pyrimidin-4-yl)oxy]-2-methylpropyl}-2',3'-dihydrospiro[cyclohexane-1,1'-indene]-4-carboxylic acid ClC=1C=C(NC2(CCC3(C(CC4=CC=CC=C34)C[C@H](COC=3C4=C(N=CN3)CCC4)C)CC2)C(=O)O)C=CC1